N-(4-(6-(((3aR,5s,6aS)-2-((tetrahydro-2H-pyran-4-yl)methyl)octahydrocyclopenta[c]pyrrol-5-yl)amino)pyridazin-3-yl)phenyl)acetamide-2,2,2-d3 O1CCC(CC1)CN1C[C@@H]2[C@H](C1)CC(C2)NC2=CC=C(N=N2)C2=CC=C(C=C2)NC(C([2H])([2H])[2H])=O